1-(Isoindolin-5-ylmethyl)-2-thioxo-1,2,3,5-tetrahydro-4H-pyrrolo[3,2-d]pyrimidin-4-one C1NCC2=CC(=CC=C12)CN1C(NC(C2=C1C=CN2)=O)=S